FC1=C(C=C(C2=C1N=CS2)N2CC1(CN(C1)C(C(C(F)(F)F)(C)C)=O)[C@@H](C2)COCC2=C(C(=O)O)C(=CC=C2)C2CCC(CC2)(F)F)F (S)-2-(((6-(4,5-difluorobenzo[d]thiazol-7-yl)-2-(3,3,3-trifluoro-2,2-dimethylpropanoyl)-2,6-diazaspiro[3.4]octan-8-yl)methoxy)methyl)-6-(4,4-difluorocyclohexyl)benzoic acid